FC(C1=CC=C(C=C1)N1C[C@@H]2N(C3=C1C=CC=N3)CC[C@@H](C2)C(=O)O)(F)F (6aR,8S)-5-(4-(trifluoromethyl)phenyl)-6,6a,7,8,9,10-hexahydro-5H-dipyrido[1,2-a:3',2'-e]pyrazine-8-carboxylic acid